2-[(3-chloro-4-fluorophenyl)-[(1R,2R)-2-fluorocyclopentyl]oxymethyl]-5-methyl-4-methylsulfonyl-1H-imidazole ClC=1C=C(C=CC1F)C(C=1NC(=C(N1)S(=O)(=O)C)C)O[C@H]1[C@@H](CCC1)F